tripyryl borate B(OC1OC=CC=C1)(OC1OC=CC=C1)OC1OC=CC=C1